aminopropyl-tris(2-methoxyethoxy)silane NCCC[Si](OCCOC)(OCCOC)OCCOC